ClC1=NC=C(C=N1)C1(CC(C1)C(=O)OC(C)(C)C)O (trans)-tert-butyl 3-(2-chloropyrimidin-5-yl)-3-hydroxycyclobutanecarboxylate